((6,7-dimethoxyquinoline-4-yl)oxy)aniline COC=1C=C2C(=CC=NC2=CC1OC)ONC1=CC=CC=C1